4-methyl-N-((2-(3-methylbenzyl)-1,6-naphthyridin-7-yl)methyl)-3-(methylsulfonyl)benzamide CC1=C(C=C(C(=O)NCC2=NC=C3C=CC(=NC3=C2)CC2=CC(=CC=C2)C)C=C1)S(=O)(=O)C